ClC1=C(C=CC=C1)[C@H](C)N(C=1C=NC(=NC1)C(=O)O)C (S)-5-((1-(2-Chlorophenyl)ethyl)(methyl)amino)pyrimidine-2-carboxylic acid